FC1=C(OC2=CC=C(C=C2)C=2N=C(N3C2C(=NC=C3)O)[C@H]3CN(CC3)C(C=C)=O)C=CC=C1OC (R)-1-(3-(1-(4-(2-fluoro-3-methoxyphenoxy)phenyl)-8-hydroxyimidazo[1,5-a]pyrazin-3-yl)pyrrolidin-1-yl)prop-2-en-1-one